3-(trans-4-((3-(1-Isopropyl-1H-pyrazol-4-yl)phenyl)((trans-4-(4-methoxy-3-methylphenyl)cyclohexyl)methyl)carbamoyl)-cyclohexyl)propanoic acid C(C)(C)N1N=CC(=C1)C=1C=C(C=CC1)N(C(=O)[C@@H]1CC[C@H](CC1)CCC(=O)O)C[C@@H]1CC[C@H](CC1)C1=CC(=C(C=C1)OC)C